C(C#C)O\N=C/1\C(\NC2=CC=CC=C12)=C/1\C(NC2=CC(=CC=C12)[Sn](CCCC)(CCCC)CCCC)=O.[N] nitrogen (2Z,3E)-3-((prop-2-yn-1-yloxy)imino)-6'-(tributylstannyl)-[2,3'-biindolinylidene]-2'-one